C(CCCC=C)C1OC2(CCC1)CC(N(CC2)C(=O)N)(C)C (hex-5-en-1-yl)-8,8-dimethyl-1-oxa-9-azaspiro[5.5]undecane-9-carboxamide